ICC1CCC(CC1)N1N=C2C=CC(=CC2=C1)NC(=O)C1=NC(=CC=C1)C(F)(F)F N-[2-[4-(iodomethyl)cyclohexyl]indazol-5-yl]-6-(trifluoromethyl)pyridine-2-carboxamide